NCC1=NNC(C2=CC=C(C=C12)C=1C=NC=C(C1)OC1=NC=CC=C1)=O 4-(aminomethyl)-6-(5-(pyridin-2-yloxy)pyridin-3-yl)phthalazin-1(2H)-one